O1CC(C1)OC1=C(C=CC=C1)CN (2-(oxetan-3-yloxy)phenyl)methanamine